(6-((5-Bromo-2-((2-isopropyl-5-methoxy-4-morpholinophenyl)amino)pyrimidin-4-yl)amino)-2-cyclopropylquinolin-5-yl)dimethylphosphine BrC=1C(=NC(=NC1)NC1=C(C=C(C(=C1)OC)N1CCOCC1)C(C)C)NC=1C(=C2C=CC(=NC2=CC1)C1CC1)P(C)C